C([O-])([O-])=O.[Eu+3].BrC=1C=C2C(=CN(C2=CC1)C(C)C)CC(=O)NCC1=NC=CC=C1.C([O-])([O-])=O.C([O-])([O-])=O.[Eu+3] 2-(5-bromo-1-isopropyl-1H-indol-3-yl)-N-(pyridin-2-ylmethyl)acetamide europium (III) carbonate